tin Zinc [Zn].[Sn]